Ethyl (2-amino-3-fluoro-4-(((5-(trifluoromethyl)pyridin-2-yl)methyl)amino)phenyl)carbamate NC1=C(C=CC(=C1F)NCC1=NC=C(C=C1)C(F)(F)F)NC(OCC)=O